4-(1-phenyl-ethylamino)-6-[3-(4H-1,2,4-triazol-3-yl)phenyl]quinoline-3-carbonitrile C1(=CC=CC=C1)C(C)NC1=C(C=NC2=CC=C(C=C12)C1=CC(=CC=C1)C1=NN=CN1)C#N